4-{1-[N-methyl-7-(1H-indole-2-carbonyl)-5H,6H,7H,8H-imidazo[1,5-a]pyrazine-1-amido]cyclopropyl}benzoic acid CN(C(=O)C=1N=CN2C1CN(CC2)C(=O)C=2NC1=CC=CC=C1C2)C2(CC2)C2=CC=C(C(=O)O)C=C2